({6-[(1,3-benzothiazol-2-yl)amino]-5-methylpyridazin-3-yl}(2-methoxyethyl)amino)-1,3-thiazole-4-carboxylic acid S1C(=NC2=C1C=CC=C2)NC2=C(C=C(N=N2)N(CCOC)C=2SC=C(N2)C(=O)O)C